1-(3-((S)-2-hydroxypropoxy)-4-methyl-1-phenyl-1H-pyrazol-5-yl)-3-((3S,4R)-1-(2-methoxyethyl)-4-(3,4,5-trifluorophenyl)pyrrolidin-3-yl)urea O[C@H](COC1=NN(C(=C1C)NC(=O)N[C@@H]1CN(C[C@H]1C1=CC(=C(C(=C1)F)F)F)CCOC)C1=CC=CC=C1)C